3-bromo-[1,2]thiazolo[4,3-b]pyridine BrC=1SN=C2C1N=CC=C2